2-(4-(2-acetyl-5-chlorophenyl)-5-methoxy-2-oxopyridin-1(2H)-yl)-4-(tert-butoxy)-N-(2-oxoindolin-6-yl)butanamide C(C)(=O)C1=C(C=C(C=C1)Cl)C1=CC(N(C=C1OC)C(C(=O)NC1=CC=C2CC(NC2=C1)=O)CCOC(C)(C)C)=O